C1(CC1)C1=CC(=C(C(=O)N2CCC(CC2)C2=C(C#N)C=CC=C2)C=C1C1=NN=C(N1)COC)CC (1-(4-cyclopropyl-2-ethyl-5-(5-(methoxymethyl)-4H-1,2,4-triazol-3-yl)benzoyl)piperidin-4-yl)benzonitrile